N-((2R,3S)-1-(cyclopropylcarbonyl)-2-(((cis-4-phenylcyclohexyl)oxy)methyl)-piperidin-3-yl)methanesulfonamide C1(CC1)C(=O)N1[C@H]([C@H](CCC1)NS(=O)(=O)C)CO[C@@H]1CC[C@@H](CC1)C1=CC=CC=C1